O1CCN(CC1)C1=C(C(=O)O)C=CC=N1 morpholinonicotinic acid